COC(C1=C(C(=CC=C1OC=1C(=NC(=CC1)F)C)N)C)=O.[2H]C1(C(C(CCC1)(NC1CC1)C1=C(C=CC=C1)Cl)=O)[2H] 2,2-dideuterio-6-(2-chlorophenyl)-6-(cyclopropylamino)cyclohexanone methyl-3-amino-6-((6-fluoro-2-methylpyridin-3-yl)oxy)-2-methylbenzoate